bicyclo[2.2.1]hept-5-en-2-ylmethanol C12C(CC(C=C1)C2)CO